5-benzyl-1,2-oxazole-3-carboxylic acid C(C1=CC=CC=C1)C1=CC(=NO1)C(=O)O